3-{3-[5-({[(7-Cyclopentylpyrazolo[1,5-a]pyrimidin-6-yl)amino]carbonyl}amino)-3-methylpyridin-2-yl]-1,2,4-oxadiazol-5-yl}propanoic acid C1(CCCC1)C1=C(C=NC=2N1N=CC2)NC(=O)NC=2C=C(C(=NC2)C2=NOC(=N2)CCC(=O)O)C